5-(3-(trifluoromethoxy)phenyl)-N-(3-(3,3,3-trifluoro-2-hydroxy-2-methylpropyl)-1,2,4-thiadiazol-5-yl)furan-3-carboxamide FC(OC=1C=C(C=CC1)C1=CC(=CO1)C(=O)NC1=NC(=NS1)CC(C(F)(F)F)(C)O)(F)F